N-((S)-1-((R)-1-amino-3-mercapto-1-oxopropan-2-ylamino)-3-mercapto-1-oxopropan-2-yl)-3-mercaptopropionamide NC([C@H](CS)NC([C@@H](CS)NC(CCS)=O)=O)=O